2-(6-{5-chloro-2-[(oxacyclohex-4-yl)amino]pyrimidin-4-yl}-1-oxo-2,3-dihydro-1H-isoindol-2-yl)-N-[(1S)-1-(3-fluoro-5-methylphenyl)-2-hydroxyethyl]acetamide ClC=1C(=NC(=NC1)NC1CCOCC1)C1=CC=C2CN(C(C2=C1)=O)CC(=O)N[C@H](CO)C1=CC(=CC(=C1)C)F